1-(pyridin-3-yl)-1H-pyrazol N1=CC(=CC=C1)N1N=CC=C1